(3R)-1-(6-{[6-(5-fluoro-2-methylphenyl)-5-(trifluoromethyl)pyridin-2-yl]Sulfamoyl}pyridin-2-yl)piperidine-3-carboxylic acid FC=1C=CC(=C(C1)C1=C(C=CC(=N1)NS(=O)(=O)C1=CC=CC(=N1)N1C[C@@H](CCC1)C(=O)O)C(F)(F)F)C